Methyl (1R,3R)-3-(tert-butoxycarbonylamino)cyclohexanecarboxylate C(C)(C)(C)OC(=O)N[C@H]1C[C@@H](CCC1)C(=O)OC